3'-(5-Fluoro-1H-pyrazolo[3,4-b]pyridin-4-yl)-2'-(5-fluoropyridin-2-yl)-5'H,7'H-spiro[cyclopropane-1,6'-pyrazolo[5,1-b][1,3]oxazine] FC=1C(=C2C(=NC1)NN=C2)C=2C(=NN1C2OCC2(C1)CC2)C2=NC=C(C=C2)F